N1=C(C=CC2=NC=CC=C12)NC1=CC(=NC=C1)N1CCC(CC1)CCO 2-[1-[4-(1,5-naphthyridin-2-ylamino)-2-pyridyl]-4-piperidyl]ethanol